C(C1=CC=CC=C1)N(C(C(C)(C)Br)=O)C=1C(=C(C=CC1)C1=CC=CC=C1)C#N N-benzyl-2-bromo-N-(2-cyano-[1,1'-biphenyl]-3-yl)-2-methylpropanamide